(R)-2-(1-(4-fluorophenyl)cyclopropyl)-6-(2-(4-isobutylphenyl)propionyl)-5,6,7,8-tetrahydropyrido[4,3-d]pyrimidin-4(3H)-one FC1=CC=C(C=C1)C1(CC1)C=1NC(C2=C(N1)CCN(C2)C([C@H](C)C2=CC=C(C=C2)CC(C)C)=O)=O